C=CC(O)(C)CCC=C(C)C cis-linalool